1-(2,6,6-Trimethyl-2-cyclohexen-1-yl)-1,6-heptadien-3-one CC=1C(C(CCC1)(C)C)C=CC(CCC=C)=O